6-(3-fluoro-2-methyl-4-(4H-1,2,4-triazol-3-yl)phenyl)-4-(2-methoxyethyl)-3,4-dihydropyrazino[2,3-b]pyrazin-2(1H)-one FC=1C(=C(C=CC1C1=NN=CN1)C=1N=C2C(=NC1)NC(CN2CCOC)=O)C